2-[1-[[2-(4-chlorophenoxy)propoxy]imino]butyl]-5-[2-(ethylthio)propyl]-3-hydroxy-2-cyclohexen-1-one ClC1=CC=C(OC(CON=C(CCC)C=2C(CC(CC2O)CC(C)SCC)=O)C)C=C1